diisobutyl (2,3-dimethylbutylidene)malonate CC(C=C(C(=O)OCC(C)C)C(=O)OCC(C)C)C(C)C